CC1=C(OC2=C1C=C(C=C2)S(NCCC2CCCCC2)(=O)=O)C(=O)O 3-methyl-5-(N-(2-cyclohexylethyl)sulfamoyl)benzofuran-2-carboxylic acid